C(C)(C)(C)OC(=O)N1C(CN(CC1)C1=CC(=C(C=N1)C(=O)O)C1=CC=C(C=C1)C1=CC=C(C=C1)OC(C1=CC=C(C=C1)C#C)=O)CC 6-(4-tert-butoxycarbonyl-3-ethyl-piperazin-1-yl)-4-[4-[4-(4-ethynylbenzoyl)oxyphenyl]phenyl]pyridine-3-carboxylic acid